C(CCCCC=CCCCCC=CCCC)(=O)O hexadeca-6,12-dienoic acid